N,N-bis(4-methoxyphenyl)anilin COC1=CC=C(C=C1)N(C1=CC=CC=C1)C1=CC=C(C=C1)OC